1-BENZYL 2-(3-(3,4,5-TRIMETHOXYPHENYL)PROPYL) (S)-PYRROLIDINE-1,2-DICARBOXYLATE N1([C@@H](CCC1)C(=O)OCCCC1=CC(=C(C(=C1)OC)OC)OC)C(=O)OCC1=CC=CC=C1